(7-(diethylamino)-2-oxo-2H-benzopyran-4-yl)methyl-(4-nitrobenzene) carbonate C(O)(O)=O.C(C)N(C1=CC2=C(C(=CC(O2)=O)CC2=CC=C(C=C2)[N+](=O)[O-])C=C1)CC